NC1=NNC2=CC=C(C(=C12)OC)C1=C(C=C(C=C1)S(=O)(=O)N1[C@@H](CC(C1)(F)F)CO)F (S)-(1-((4-(3-amino-4-methoxy-1H-indazol-5-yl)-3-fluorophenyl)sulfonyl)-4,4-difluoropyrrolidin-2-yl)methanol